C[C@@]1(C[C@H](O)[C@@H](CO)O1)N1C(=O)N=C(N)C=C1 methyl-2'-deoxycytidine